Sec-Butyl α-Propanoyloxyisobutyrate C(CC)(=O)OC(C(=O)OC(C)CC)(C)C